(S)-6-((4-((2-hydroxy-1-phenylethyl)amino)-5-(3-(2-hydroxypropan-2-yl)-1,2,4-oxadiazol-5-yl)pyridin-2-yl)amino)-1-isopropyl-1,2-dihydro-3H-indazol-3-one OC[C@H](C1=CC=CC=C1)NC1=CC(=NC=C1C1=NC(=NO1)C(C)(C)O)NC1=CC=C2C(NN(C2=C1)C(C)C)=O